(R)-2,2-dimethyl-4-(4-oxocyclohexyl)oxazolidine-3-carboxylic acid tert-butyl ester C(C)(C)(C)OC(=O)N1C(OC[C@H]1C1CCC(CC1)=O)(C)C